ClC=1C(=C(C#N)C=C(C1)C(C)(C)C1=C(C=CC=C1)OCC1=NC(=NC=C1)SC)OCCCl 3-chloro-2-(2-chloroethoxy)-5-(2-(2-((2-(methylthio)pyrimidin-4-yl)methoxy)phenyl)propan-2-yl)benzonitrile